C(#N)CCC(C(=O)OC(C)(C)C)C=1C(=NC2=CC=CC=C2C1)C tert-butyl 4-cyano-2-(2-methylquinolin-3-yl)butanoate